(m-tolyl)-1H-1,2,3-triazole-5-carboxylic acid C1(=CC(=CC=C1)N1N=NC=C1C(=O)O)C